(2,6-dimethyl-4-(6-(trifluoromethoxy)-3,4-dihydroisoquinolin-2(1H)-yl)phenyl)-3,3-dimethylbutyramide CC1=C(C(=CC(=C1)N1CC2=CC=C(C=C2CC1)OC(F)(F)F)C)C(C(=O)N)C(C)(C)C